tert-butyl (4-((1-(5-(3-cyano-6-ethoxypyrazolo[1,5-a]pyridin-4-yl)pyridin-2-yl)-4-methylpiperidin-4-yl)carbamoyl) tetrahydro-2H-pyran-4-yl)carbamate C(#N)C=1C=NN2C1C(=CC(=C2)OCC)C=2C=CC(=NC2)N2CCC(CC2)(C)NC(=O)C2(CCOCC2)NC(OC(C)(C)C)=O